The molecule is an oxo monocarboxylic acid anion that is the conjugate base of 6-oxo-2-hydroxy-7-(4'-chlorophenyl)-3,8,8-trichloroocta-2E,4E,7E-trienoic acid. It is a conjugate base of a 6-oxo-2-hydroxy-7-(4'-chlorophenyl)-3,8,8-trichloroocta-2E,4E,7E-trienoic acid. C1=CC(=CC=C1C(=C(Cl)Cl)C(=O)/C=C/C(=C(/C(=O)O)\\[O-])/Cl)Cl